C\C(=C(/C(=O)O)\CCC)\C1=NC=C(C=C1)C#CC1=CC=C(C=C1)N1CCNCC1.BrC=1C=C2C(=CNC2=CC1)C=1SC=C(N1)C(=O)N/N=C/C1=CC=C(C=C1)[N+](=O)[O-] (E)-2-(5-bromo-1H-indol-3-yl)-N'-(4-nitrobenzylidene)thiazole-4-carbohydrazide methylpropyl-(2E)-3-(5-{2-[4-(piperazin-1-yl)phenyl]ethynyl}pyridin-2-yl)prop-2-enoate